BrC=1C=C(C(=NC1)N)NC1CCC1 5-bromo-N3-cyclobutylpyridine-2,3-diamine